COC1=C(C=C2C=NNC2=C1)C(=O)NC1=NC=CC=C1 6-methoxy-N-(pyridin-2-yl)-1H-indazole-5-carboxamide